4-chloro-7-nitro-2,1,3-benzooxadiazole ClC1=CC=C(C2=NON=C21)[N+](=O)[O-]